6-[3-(3-chlorophenyl)-1,2,4-oxadiazol-5-yl]-2-[(3-methyl-1,2-oxazol-5-yl)methyl]pyridazin-3-one ClC=1C=C(C=CC1)C1=NOC(=N1)C=1C=CC(N(N1)CC1=CC(=NO1)C)=O